FC1=C(C(=C(C=C1OC)OC)F)C1=CC2=C(N=C(N=C2)SC)C(=N1)C=1C=NN(C1)CCO 2-(4-(6-(2,6-difluoro-3,5-dimethoxyphenyl)-2-(methylthio)pyrido[3,4-d]pyrimidin-8-yl)-1H-pyrazol-1-yl)ethan-1-ol